C(=C)C1=CC(=NC=C1)NC(OC(C)(C)C)=O tert-butyl (4-vinylpyridin-2-yl)carbamate